F[C@H]1[C@H]([C@@H](O[C@@H]1CO)N1C2=NC=NC=C2NC1=O)O 9-((2R,3S,4S,5R)-4-fluoro-3-hydroxy-5-(hydroxymethyl)tetrahydrofuran-2-yl)-7,9-dihydro-8H-purin-8-on